ClC1=CC2=C(C=C3N2C(=NN(C3=O)CC(=O)NC3(CC3)CO)C(C)C)S1 2-(2-Chloro-5-isopropyl-8-oxothieno[2',3':4,5]pyrrolo[1,2-d][1,2,4]triazin-7(8H)-yl)-N-(1-(hydroxymethyl)cyclopropyl)acetamid